(S)-quinuclidin-3-yl (5-(3-(2-fluoroethoxy)phenyl)-2,2-dimethyl-2,3-dihydro-1H-inden-1-yl)carbamat FCCOC=1C=C(C=CC1)C=1C=C2CC(C(C2=CC1)NC(O[C@@H]1CN2CCC1CC2)=O)(C)C